C(C)(=O)C1=C(C=C(C(=C1)O)O)NC(C1=CC(=C(C=C1)Cl)Cl)=O N-(2-acetyl-4,5-dihydroxyphenyl)-3,4-dichlorobenzamide